FC(C(=O)O)(F)F.FC1=CC=C(C=C1)[C@@H](C)C1=C(N=CC(=N1)C(=O)N[C@@H]1C[C@H](C1)OC)NCCN1CCCC1 6-((R)-1-(4-fluorophenyl)ethyl)-N-(trans-3-methoxycyclobutyl)-5-((2-(pyrrolidin-1-yl)ethyl)amino)pyrazine-2-carboxamide 2,2,2-trifluoroacetate